CC(C)N1CC2=CC(=CC=C2CC1)NC1=NC=2C=CC=C(C2C=N1)N N~2~-[2-(propan-2-yl)-1,2,3,4-tetrahydroisoquinolin-7-yl]quinazoline-2,5-diamine